Cl.C12COCC(CC1)N2C(=O)C2CCNCC2 (3-oxa-8-azabicyclo[3.2.1]oct-8-yl)(piperidin-4-yl)methanone hydrochloride